CC1=C(C=CC(=C1)C(F)(F)F)S(=O)(=O)N methyl-4-(trifluoromethyl)benzenesulfonamide